ON=C(CC(C1=CC=CC=C1)P(O)(=O)C1=CC=CC=C1)C (3-(hydroxyimino)-1-phenylbutyl)(phenyl)phosphinic acid